(R)-2-(8-(1-(2-hydroxyethyl)piperidin-3-yl)-5,6,7,8-tetrahydropyrido[2,3-c]pyridazin-3-yl)-3-methyl-5-(trifluoromethyl)phenol OCCN1C[C@@H](CCC1)N1CCCC2=C1N=NC(=C2)C2=C(C=C(C=C2C)C(F)(F)F)O